4-(2,2,2-trifluoro-ethoxy)benzoic acid FC(COC1=CC=C(C(=O)O)C=C1)(F)F